2-chloro-4-methyl-5-oxo-7-(4-(4-(trifluoromethoxy)phenoxy)piperidin-1-yl)-4,5-dihydrothieno[3,2-b]pyridine-6-carbonitrile ClC1=CC=2N(C(C(=C(C2S1)N1CCC(CC1)OC1=CC=C(C=C1)OC(F)(F)F)C#N)=O)C